C(CCCCCCCC#CCCCC)O 9-Tetradecyn-1-ol